3,4-difluoropyridine FC=1C=NC=CC1F